C(CCCCCCCCCCC)(=O)[O-].C(CCCCCCCCCCC)(=O)[O-].C(C)(C)[Sn+2]C(C)C diisopropyltin dilaurate